7-dimethylaminonaphthalene CN(C1=CC=C2C=CC=CC2=C1)C